NC1=NC(=C2N(C=NC2=N1)[C@H]1C[C@@H]([C@](S1)(CO)C#C)O)OCC (2R,3S,5R)-5-(2-Amino-6-ethoxy-7H-purin-7-yl)-2-ethynyl-2-(hydroxymethyl)tetrahydrothiophen-3-ol